OC(CN(CCCNC(CCCCCCC\C=C/CCCCCCCC)=O)CCOCCCCCCCCCC)CO N-[3-[(2,3-dihydroxypropyl)(2-decyloxyethyl)amino]propyl]oleamide